(2S,3R,4S,5S,6S)-2-(2-(3-((((9H-fluoren-9-yl)methoxy)carbonyl)amino)propanamido)-4-((E)-3-hydroxyprop-1-en-1-yl)phenoxy)-6-(methoxycarbonyl)tetrahydro-2H-pyran-3,4,5-triyl triacetate C(C)(=O)O[C@H]1[C@@H](O[C@@H]([C@H]([C@@H]1OC(C)=O)OC(C)=O)C(=O)OC)OC1=C(C=C(C=C1)\C=C\CO)NC(CCNC(=O)OCC1C2=CC=CC=C2C=2C=CC=CC12)=O